FC(C1NCCCC1[S-])(F)F.[Na+] sodium 2-(trifluoromethyl)piperidin-3-thiolate